(1S,2R,3R,4R)-1-((2R)-2-((4R,5R)-2-(3,4-dichlorophenyl)-5-hydroxy-1,3-dioxan-4-yl)-2-hydroxyethyl)-3,4-dihydroxy-2-(hydroxymethyl)pyrrolidin-1-ium ClC=1C=C(C=CC1Cl)C1OC[C@H]([C@H](O1)[C@@H](C[NH+]1[C@@H]([C@H]([C@@H](C1)O)O)CO)O)O